(Z)-2-Fluoro-5-(5-((3-oxobenzo[b]thiophen-2(3H)-ylidene)methyl)furan-2-yl)-N-phenylbenzamide FC1=C(C(=O)NC2=CC=CC=C2)C=C(C=C1)C=1OC(=CC1)\C=C/1\C(C2=C(S1)C=CC=C2)=O